FC1(CCN(CC1)C1=NC(=CC(=N1)NC(=O)C=1C=2N(C(=CC1N1CCC3(CC3)CC1)NS(=O)(=O)CCO)C=CN2)C)F N-(2-(4,4-difluoropiperidin-1-yl)-6-methylpyrimidin-4-yl)-5-(2-hydroxyethylsulfonylamino)-7-(6-Azaspiro[2.5]octane-6-yl)imidazo[1,2-a]pyridine-8-carboxamide